C(C)(C)OC=1C=CC(=NC1)C1=NSC(=N1)NC1=NC=CC=C1C(F)(F)F 3-(5-isopropoxypyridin-2-yl)-N-(3-(trifluoromethyl)pyridin-2-yl)-1,2,4-thiadiazol-5-amine